(Z)-3-hexen-ol C(C\C=C/CC)O